(2S,6S)-2-chloro-2'-methyl-6'-(1H-pyrazol-4-yl)spiro[4,5-dihydrothieno[2,3-c]pyran-7,4'-piperidine] ClC1=CC2=C(S1)C1(CC(NC(C1)C=1C=NNC1)C)OCC2